ClC=1C(=NC=CC1C1=C(C(=CC=C1)C1=NC(=C(C=C1)CNC[C@H]1NC(CC1)=O)OC)Cl)C1=CC(=C(CN2[C@@H](CCC2)C(=O)OC(C)C)C=C1)OC (S)-isopropyl 1-(4-(3-chloro-4-(2-chloro-3-(6-methoxy-5-(((((S)-5-oxopyrrolidin-2-yl)methyl)amino)methyl)pyridin-2-yl)phenyl)pyridin-2-yl)-2-methoxybenzyl)pyrrolidine-2-carboxylate